cyclopentene-1,3-diene C=1=CC=CC1